Ethyl (3R)-2-(4-ethylphenyl)-4,4,4-trifluoro-3-methylbutanoate C(C)C1=CC=C(C=C1)C(C(=O)OCC)[C@H](C(F)(F)F)C